C(C)(C)(C)OC(C[C@@H]1CC[C@H](CC1)CN)=O.CC(CO)(C)N1CCNCC1 1-(1,1-dimethyl-2-hydroxyethyl)piperazine trans-tert-butyl-2-(4-(aminomethyl)cyclohexyl)acetate